3,4-dimethyl-8-[(3S)-3-[[5-(trifluoromethyl)-2-pyridinyl]oxy]pyrrolidin-1-yl]pyrimido[4',5':4,5]thieno[2,3-c]pyridazine CC1=C(C2=C(N=N1)SC1=C2N=CN=C1N1C[C@H](CC1)OC1=NC=C(C=C1)C(F)(F)F)C